tributoxytitanium (methyl acetoacetate) CCC(CC(=O)[O-])=O.C(CCC)O[Ti+](OCCCC)OCCCC